N-(4-(bicyclo[3.1.0]hexan-2-yloxy)-3-fluorophenyl)-2-(3,3-dimethylazetidin-1-yl)-5-(2,2,2-trifluoroethyl)oxazole-4-carboxamide C12C(CCC2C1)OC1=C(C=C(C=C1)NC(=O)C=1N=C(OC1CC(F)(F)F)N1CC(C1)(C)C)F